(2-(benzo[c][1,2,5]oxadiazol-5-ylmethoxy)-4-((2-chloro-[1,1'-biphenyl]-3-yl)methoxy)-5-fluorobenzyl)-D-serine N=1ON=C2C1C=CC(=C2)COC2=C(CN[C@H](CO)C(=O)O)C=C(C(=C2)OCC=2C(=C(C=CC2)C2=CC=CC=C2)Cl)F